C12(CCCCC1)OC1(OO2)C2C(CC(C1)C2)C(=O)O dispiro[bicyclo[2.2.1]heptane-2,3'-[1,2,4]trioxolane-5',1''-cyclohexane]-6-carboxylic acid